C(C)(C)(C)C1=CC=C(C=C1)C(C(=O)NCC1=CSC=2C(N(CC21)C2C(NC(CC2)=O)=O)=O)=O 2-(4-(tert-butyl)phenyl)-N-((5-(2,6-dioxopiperidin-3-yl)-6-oxo-5,6-dihydro-4H-thieno[2,3-c]pyrrol-3-yl)methyl)-2-oxoacetamide